adenine mono-phosphate P(=O)(O)(O)O.N1=CN=C2N=CNC2=C1N